3-(((1-(1,3-difluoropropan-2-yl)azetidin-3-yl)carbamoyl)oxy)-2-((((9Z,12Z)-octadeca-9,12-dienoyl)oxy)methyl)propyl (9Z,12Z,15Z)-octadeca-9,12,15-trienoate C(CCCCCCC\C=C/C\C=C/C\C=C/CC)(=O)OCC(COC(NC1CN(C1)C(CF)CF)=O)COC(CCCCCCC\C=C/C\C=C/CCCCC)=O